C(CCC)C1=C(C=CC=C1)C(=O)C(=O)C1=CC=CC=C1 Butyl-benzil